CN1C2CC(CC1CC2)N2C=C1C(N=CN=C1)=CC2=O 6-(8-methyl-8-azabicyclo[3.2.1]octan-3-yl)pyrido[4,3-d]pyrimidin-7(6H)-one